(S)-(1-(7-amino-2-(furan-2-yl)-[1,2,4]triazolo[1,5-a][1,3,5]triazin-5-yl)pyrrolidin-2-yl)(4-(4,4-difluorocyclohexyl)piperazin-1-yl)methanone NC1=NC(=NC=2N1N=C(N2)C=2OC=CC2)N2[C@@H](CCC2)C(=O)N2CCN(CC2)C2CCC(CC2)(F)F